Methyl 5-(2,3-dimethoxyphenyl)-3-hydroxypentanoate COC1=C(C=CC=C1OC)CCC(CC(=O)OC)O